(S)-3-chloro-N-(1-(1-(5-((dimethyl(oxo)-λ6-sulfaneylidene)amino)pyridin-2-yl)-1H-1,2,4-triazol-5-yl)ethyl)-5-fluorobenzamide ClC=1C=C(C(=O)N[C@@H](C)C2=NC=NN2C2=NC=C(C=C2)N=S(=O)(C)C)C=C(C1)F